1-(2-methoxyethyl)-3-methyl-N-(7-methyl-[1,2,4]triazolo[1,5-a]pyridin-6-yl)-1H-pyrazolo[3,4-d]pyrimidin-6-amine COCCN1N=C(C=2C1=NC(=NC2)NC=2C(=CC=1N(C2)N=CN1)C)C